cerium persulfate S(=O)(=O)([O-])OOS(=O)(=O)[O-].[Ce+3].S(=O)(=O)([O-])OOS(=O)(=O)[O-].S(=O)(=O)([O-])OOS(=O)(=O)[O-].[Ce+3]